C(C)(C)C1=CC=C(C=C1)[C@H](C)NC(=O)C1=CC=C2C(=C(N(C2=C1)C)C)CC=1C=C(OC(C(=O)O)(C)C)C=CC1 (S)-2-(3-((6-((1-(4-isopropylphenyl)ethyl)carbamoyl)-1,2-dimethyl-1H-indol-3-yl)methyl)phenoxy)-2-methyl-propanoic acid